(R)-1-(5-((3,4-difluorobenzyl)oxy)pyrimidin-2-yl)pyrrolidin-3-ol FC=1C=C(COC=2C=NC(=NC2)N2C[C@@H](CC2)O)C=CC1F